[Si](C)(C)(C(C)(C)C)O[C@@H]1[C@@H](N(C[C@H](C1)Cl)C(=O)OCC1=CC=CC=C1)C Benzyl (2S,3S,5S)-3-((tert-butyldimethylsilyl)oxy)-5-chloro-2-methylpiperidine-1-carboxylate